2-(3-Isopropyl-2-(8-methoxy-[1,2,4]triazolo[1,5-a]pyridin-6-yl)-1H-indol-5-yl)-4,5,5-trimethylmorpholin C(C)(C)C1=C(NC2=CC=C(C=C12)C1CN(C(CO1)(C)C)C)C=1C=C(C=2N(C1)N=CN2)OC